3-[2-(3-bromophenyl)ethynyl]-1-methyl-pyrrolidine BrC=1C=C(C=CC1)C#CC1CN(CC1)C